C(C(=C)C)(=O)O.C[N+](C)(C)CC(=O)[O-] trimethylglycine methacrylate